CC(=O)NC1=NC2=C(C(=O)N1)N=CN2C(=O)C 2,9-diacetylguanine